C1(=CC=CC=C1)[C@]1(OC(=NC=2N1C1=C(N2)C=CC=C1)C=1C=NC=CC1)C(F)(F)F (S)-4-phenyl-2-(pyridin-3-yl)-4-(trifluoromethyl)-4H-benzo[4,5]Imidazo[1,2-c][1,3,5]Oxadiazine